(2S,3R,4R,5S)-1-(((R)-1-(benzo[d]thiazol-2-yl)pyrrolidin-3-yl)methyl)-2-(hydroxymethyl)piperidine-3,4,5-triol S1C(=NC2=C1C=CC=C2)N2C[C@H](CC2)CN2[C@H]([C@H]([C@@H]([C@H](C2)O)O)O)CO